Cl.Cl.N[C@H](C(=O)N(C)CC(=O)N1C=C(C2=CC(=CC=C12)OC)CCN(C)C)CC1=CC=CC=C1 (S)-2-amino-N-(2-(3-(2-(dimethylamino)ethyl)-5-methoxy-1H-indol-1-yl)-2-oxoethyl)-N-methyl-3-phenylpropanamide bis-hydrochloride